NC1=NC(=CC(=N1)N1CCC2(C[C@H](NC2)C(=O)OCC)CC1)O[C@@H](C(F)(F)F)C1=CC=C(C=C1)C1=CC=C(C=C1)C(N)=O (S)-ethyl 8-(2-amino-6-((R)-1-(4'-carbamoyl-[1,1'-biphenyl]-4-yl)-2,2,2-trifluoroethoxy)pyrimidin-4-yl)-2,8-diazaspiro[4.5]decane-3-carboxylate